FC1=C(C=C(C=C1)NC(=O)C=1C(=C(N(C1C)C)C(C(=O)N[C@H]([C@H](O)C)C(=O)O)=O)C)C (2-(4-((4-fluoro-3-methylphenyl)carbamoyl)-1,3,5-trimethyl-1H-pyrrol-2-yl)-2-oxoacetyl)-D-allothreonine